(E)-4-oxo-4-phenylbut-2-en-2-yl (S)-2-((((9H-fluoren-9-yl)methoxy)carbonyl)amino)-3-(4-(tert-butoxy)phenyl)propanoate C1=CC=CC=2C3=CC=CC=C3C(C12)COC(=O)N[C@H](C(=O)O\C(\C)=C\C(C1=CC=CC=C1)=O)CC1=CC=C(C=C1)OC(C)(C)C